4-(1-methyl-4-oxo-2-thioxo-1,3-diazaspiro[4.4]non-3-yl)-2-trifluoromethylbenzonitrile CN1C(N(C(C12CCCC2)=O)C2=CC(=C(C#N)C=C2)C(F)(F)F)=S